(R)-5-(2-amino-[1,2,4]triazolo[1,5-a]pyridin-7-yl)-N-(3-(4-chlorophenyl)-3-hydroxypropyl)-2-methylbenzamide NC1=NN2C(C=C(C=C2)C=2C=CC(=C(C(=O)NCC[C@@H](O)C3=CC=C(C=C3)Cl)C2)C)=N1